FC(C=1C=C(OC2=CC(=C(C=C2F)S(=O)(=O)CC=2SC=NN2)F)C=C(C1)C(F)(F)F)(F)F 2-(((4-(3,5-bis(trifluoromethyl)phenoxy)-2,5-difluorophenyl)sulfonyl)methyl)-1,3,4-thiadiazole